[Na+].P(=O)(OCCCCCCCC\C=C/CCCCCCCC)(OCCCCCCCC\C=C/CCCCCCCC)[O-] di(oleyl) phosphate sodium salt